C1(CC1)C=1N=CN(C1)C1=NC2=CC=C(C=C2C(=C1)OCCOC)NC(=O)C1COC1 N-(2-(4-cyclopropyl-1H-imidazol-1-yl)-4-(2-methoxyethoxy)quinolin-6-yl)oxetan-3-carboxamide